N-octyl-N',N'-diheptylurea C(CCCCCCC)NC(=O)N(CCCCCCC)CCCCCCC